tert-Butyl 3-((isopropylamino)methyl)pyrrolidine-1-carboxylate C(C)(C)NCC1CN(CC1)C(=O)OC(C)(C)C